5-bromo-4-hydroxy-1,3-dihydro-2-benzofuran-1-one BrC1=C(C2=C(C(OC2)=O)C=C1)O